CSC1=NC=C(C(=N1)C(=O)OCC)SC1=CC=CC=C1 ethyl 2-(methylsulfanyl)-5-(phenylsulfanyl)pyrimidine-4-carboxylate